(4-chlorophenyl)-2-pyridinemethanol 1,1,1,3,3,3-hexafluoropropan-2-yl-(R)-1-(((tetrahydro-2H-pyran-4-yl)methyl)carbamoyl)-6-azaspiro[2.5]octane-6-carboxylate FC(C(C(F)(F)F)[C@@]1(CC12CCN(CC2)C(=O)OCC2=NC=CC=C2C2=CC=C(C=C2)Cl)C(NCC2CCOCC2)=O)(F)F